(5-(PIPERIDIN-2-YL)-[3,3'-BIPYRIDIN]-5-YL)BORONIC ACID N1C(CCCC1)C1(CC(=CN=C1)C=1C=NC=CC1)B(O)O